((5-(4-methoxyphenyl)pyrazolo[1,5-a]pyrimidin-7-yl)amino)-2-methylpropan-ol COC1=CC=C(C=C1)C1=NC=2N(C(=C1)NC(C(C)C)O)N=CC2